(2-methyl-5-((4-((4-methylpiperazin-1-yl)methyl)-3-(trifluoromethyl)phenyl)carbamoyl)phenyl)nicotinamide CC1=C(C=C(C=C1)C(NC1=CC(=C(C=C1)CN1CCN(CC1)C)C(F)(F)F)=O)C1=C(C(=O)N)C=CC=N1